5-iodo-2,3-dimethyl-7H-1,7-naphthyridin-8-one IC=1C=2C=C(C(=NC2C(NC1)=O)C)C